N1=C(N=CC=C1)OC1CCC(CC1)OS(=O)(=O)C methanesulfonic acid (4-pyrimidin-2-yloxycyclohexyl) ester